(S)-1-(1-(2-(benzo[d][1,3]dioxol-5-ylamino)-pyrimidin-4-yl)-1H-pyrazol-4-yl)-3-(1-(3-chlorophenyl)-2-hydroxyethyl)urea O1COC2=C1C=CC(=C2)NC2=NC=CC(=N2)N2N=CC(=C2)NC(=O)N[C@H](CO)C2=CC(=CC=C2)Cl